C(C)(C)(C)OC(=O)N1C(=CC2=CC=CC(=C12)OC)B(O)O (1-(tert-butoxycarbonyl)-7-methoxy-1H-indol-2-yl)boronic acid